FC=1C=C(C=CC1)CC(=O)NC=1C=C2C(NC(C2=CC1)=O)=O 2-(3-fluoro-phenyl)-N-(1,3-dioxoisoindol-5-yl)-acetamide